(Z)-1-(4-amino-2-fluorobut-2-en-1-yl)-N-methyl-4-(3-(N-methylsulfamoyl)phenyl)-1H-benzo[d][1,2,3]triazol-6-carboxamide Hydrochloride Cl.NC\C=C(\CN1N=NC2=C1C=C(C=C2C2=CC(=CC=C2)S(NC)(=O)=O)C(=O)NC)/F